tert-butyl (3S,4S)-4-[[4-[3-(2,6-dioxo-3-piperidyl)-5,7-difluoro-1-methyl-indazol-6-yl]-1-piperidyl]methyl]-3-methyl-piperidine-1-carboxylate O=C1NC(CCC1C1=NN(C2=C(C(=C(C=C12)F)C1CCN(CC1)C[C@@H]1[C@@H](CN(CC1)C(=O)OC(C)(C)C)C)F)C)=O